S(=O)(=O)(O)O.C(CCCCCCC)OCCCCCCCCCCCC octyldodecyl ether sulfate